3-acetamido-1H-1,2,4-triazole C(C)(=O)NC1=NNC=N1